3-(2,3,4-trifluorophenyl)-8-methyl-2-methylsulfanyl-4-oxo-3,4-dihydroquinazoline FC1=C(C=CC(=C1F)F)N1C(=NC2=C(C=CC=C2C1=O)C)SC